ClC=1C(=C(C=CC1F)N(C(=O)[C@H]1N(C(N(C1)CCN1CCOCC1)=O)C1=NC(=CC(=C1)C(F)(F)F)C)C)F (S)-N-(3-chloro-2,4-difluorophenyl)-N-methyl-3-(6-methyl-4-(trifluoromethyl)pyridin-2-yl)-1-(2-morpholinoethyl)-2-oxoimidazolidine-4-carboxamide